CC1CC(C1)(CC1=NN=CN1C)C=1C=C(N)C=CC1 3-((1r,3r)-3-methyl-1-((4-methyl-4H-1,2,4-triazol-3-yl)methyl)cyclobutyl)aniline